(S)-3-(2-methoxypyrimidin-5-yl)-3-(3-(3-((R)-1,2,3,4-tetrahydro-1,8-naphthyridin-2-yl)propyl)-1H-pyrazol-1-yl)propionic acid COC1=NC=C(C=N1)[C@H](CC(=O)O)N1N=C(C=C1)CCC[C@H]1NC2=NC=CC=C2CC1